(S)-N-((5-([1,2,4]triazolo[1,5-a]pyridin-7-yl)-6-methyl-2,3-dihydro-1H-inden-4-yl)carbamoyl)-1-(oxetan-2-ylmethyl)-1H-pyrazole-3-sulfonamide N=1C=NN2C1C=C(C=C2)C=2C(=C1CCCC1=CC2C)NC(=O)NS(=O)(=O)C2=NN(C=C2)C[C@H]2OCC2